CN1C=CC2=C(C=CC=C12)C=NN/C(/N)=N/[H] (E)-2-((1-methyl-1H-indol-4-yl)methylene)hydrazine-1-carboximidamide